FC1=CC=C2C3=C(NC2=C1)[C@H]1[C@H]2N(C(C3)=O)C[C@H](C2)C1 (2S,12R,12aS)-9-fluoro-2,3,6,11,12,12a-hexahydro-2,12-methanopyrrolo[1',2':1,2]azepino[4,5-b]indol-5(1H)-one